CC(C(=O)O)(OC)C1=CC=CC=C1 (-)-alpha-methyl-alpha-methoxy-phenyl-acetic acid